FC(C(=O)O)(F)F.N1=CC=CC2=C(C=CC=C12)C(C)OCCC(=O)O 3-(1-(quinolin-5-yl)ethoxy)propionic acid trifluoroacetate salt